[N+](=O)([O-])C=1C=C(C=CC1)C=1OC=C(N1)C(=O)O 2-(3-nitrophenyl)oxazole-4-carboxylic acid